4-(2,6-Dihydroxy-4-propylphenyl)-1,3,3,5-tetramethylindolin-2-one OC1=C(C(=CC(=C1)CCC)O)C1=C2C(C(N(C2=CC=C1C)C)=O)(C)C